CN1CCN(CC1)C(C)O 4-methyl-1-piperazino-ethanol